16-amino-11-benzyl-6-hydroxy-6,14-bis(trifluoromethyl)-18-oxa-3,4,11,17-tetrazatricyclo[11.3.1.12,5]octadeca-1(17),2,4,13,15-pentaen-12-one NC1=CC(=C2C(N(CCCCC(C3=NN=C(C1=N2)O3)(C(F)(F)F)O)CC3=CC=CC=C3)=O)C(F)(F)F